C(C)(C)(C)OC(=O)N1C(=C(C2=CC=CC=C12)C)C1=CN=CC(=N1)C(=O)O 6-(1-(tert-butoxycarbonyl)-3-methyl-1H-indol-2-yl)pyrazine-2-carboxylic acid